BrC=1C(=NC(=CC1O[C@@H]1[C@@H](CC1)NS(=O)C(C)(C)C)C)OC N-((1R,2S)-2-((3-bromo-2-methoxy-6-methylpyridin-4-yl)oxy)cyclobutyl)-2-methylpropan-2-sulfinamide